ClC1=CC(=C(C=C1)C1=NC(=NC2=C1N=C(N(C2=O)C)C(F)F)C2CC(OCC2)C=2C=NN(C2)C)F 8-(4-chloro-2-fluoro-phenyl)-2-(difluoromethyl)-3-methyl-6-[2-(1-methylpyrazol-4-yl)tetrahydropyran-4-yl]pyrimido[5,4-d]pyrimidin-4-one